N4-(benzofuran-5-yl)-5-chloro-N4-methyl-9H-pyrimido[4,5-b]indole-2,4-diamine O1C=CC2=C1C=CC(=C2)N(C2=NC(=NC=1NC3=CC=CC(=C3C12)Cl)N)C